(S)-3-(1,1-difluoroethyl)piperidine hydrochloride Cl.FC(C)(F)[C@@H]1CNCCC1